oxybis(cyclohexane-1,2-dicarboxylic acid) O(C1(C(CCCC1)C(=O)O)C(=O)O)C1(C(CCCC1)C(=O)O)C(=O)O